5-amino-2-(2-aminophenyl)-6-(5-methyl-1H-indazol-4-yl)pyrimidine-4-carboxamide NC=1C(=NC(=NC1C1=C2C=NNC2=CC=C1C)C1=C(C=CC=C1)N)C(=O)N